C1(CC1)C1=NC=NC(=C1C=1N=C(C2=C(N1)NC=C2)OCC=2C=NC(=C(C2)F)C=2N(C=C(N2)C(F)(F)F)C2CC2)OC 2-(4-cyclopropyl-6-methoxy-pyrimidin-5-yl)-4-[[6-[1-cyclopropyl-4-(trifluoromethyl)imidazol-2-yl]-5-fluoro-3-pyridyl]methoxy]-7H-pyrrolo[2,3-d]pyrimidine